6-bromo-2-methylimidazo[1,2-a]pyrimidine BrC=1C=NC=2N(C1)C=C(N2)C